ClC=1C(=NC=CC1)COC1=NC=CC(=C1)C1=NOC(=N1)C(F)(F)F 3-chloro-2-[({4-[5-(trifluoromethyl)-1,2,4-oxadiazol-3-yl]pyridin-2-yl}oxy)methyl]pyridine